N2,N2,N2',N2',N7,N7,N7',N7'-Octakis(4-methoxyphenyl)-9,9'-spirobi[fluoren]-2,2',7,7'-Tetraamin COC1=CC=C(C=C1)N(C1=CC=2C3(C4=CC(=CC=C4C2C=C1)N(C1=CC=C(C=C1)OC)C1=CC=C(C=C1)OC)C1=CC(=CC=C1C=1C=CC(=CC13)N(C1=CC=C(C=C1)OC)C1=CC=C(C=C1)OC)N(C1=CC=C(C=C1)OC)C1=CC=C(C=C1)OC)C1=CC=C(C=C1)OC